1-hexadecanoyl-2-tetradecanoyl-sn-glycero-3-phosphocholine C(CCCCCCCCCCCCCCC)(=O)OC[C@@H](OC(CCCCCCCCCCCCC)=O)COP(=O)([O-])OCC[N+](C)(C)C